Ruthenium picolinate N1=C(C=CC=C1)C(=O)[O-].[Ru+3].N1=C(C=CC=C1)C(=O)[O-].N1=C(C=CC=C1)C(=O)[O-]